FC1=CC(=NC(=C1)C1=CN=C2N1C=C(N=C2)C(C(F)(F)F)(C)O)N[C@H]2CN(CCC2)C(=O)OC(C)(C)C tert-butyl (3R)-3-[[4-fluoro-6-[6-(2,2,2-trifluoro-1-hydroxy-1-methyl-ethyl)imidazo[1,2-a]pyrazin-3-yl]-2-pyridyl]amino]piperidine-1-carboxylate